FC(CN1N=CC(=C1)B1OC(C(O1)(C)C)(C)C)(C(F)(F)F)F 1-(2,2,3,3,3-pentafluoropropyl)-4-(4,4,5,5-tetramethyl-1,3,2-dioxaborolan-2-yl)pyrazole